oxazole Phosphoramidite P(O)(O)N.O1C=NC=C1